(R)-3-(3-(6-((6-(3-((3-ethoxypyridin-2-yl)oxy)piperidin-1-yl)pyrazin-2-yl)amino)pyridin-2-yl)-4-fluorophenyl)-2,2-dimethylpropanoic acid C(C)OC=1C(=NC=CC1)O[C@H]1CN(CCC1)C1=CN=CC(=N1)NC1=CC=CC(=N1)C=1C=C(C=CC1F)CC(C(=O)O)(C)C